N1-((S)-3-cyclopentyl-1-oxo-1-(((S)-3-oxo-1-((S)-2-oxopyrrolidin-3-yl)-4-(2,3,5,6-tetrafluorophenoxy)butan-2-yl)amino)propan-2-yl)-N2-phenyloxalamide C1(CCCC1)C[C@@H](C(N[C@@H](C[C@H]1C(NCC1)=O)C(COC1=C(C(=CC(=C1F)F)F)F)=O)=O)NC(C(=O)NC1=CC=CC=C1)=O